C(C)(C)(C)OC(=O)N1C[C@H](N(CC1)C1=NC=C(C=N1)Br)CO (S)-4-(5-bromopyrimidin-2-yl)-3-(hydroxymethyl)piperazine-1-carboxylic acid tert-butyl ester